1-[4-(4-benzoylphenylthio)phenyl]-2-tosyl-2-methyl-1-propanone C(C1=CC=CC=C1)(=O)C1=CC=C(C=C1)SC1=CC=C(C=C1)C(C(C)(C)S(=O)(=O)C1=CC=C(C)C=C1)=O